CC1(C2=CC=CC=C2C=2C=C(C=CC12)S)C 9,9-dimethyl-9H-fluorene-3-thiol